phosphonic acid potassium salt [K+].P([O-])([O-])=O.[K+]